3-cyclopropyl-N-(2-fluoro-2-methylpropyl)-7-(hydroxymethyl)-7-[(4-pyridin-3-yl-1,2,4-triazol-3-yl)amino]-6,8-dihydrocyclopenta[g]isoquinoline-5-sulfonamide C1(CC1)C=1N=CC=2C=C3C(=C(C2C1)S(=O)(=O)NCC(C)(C)F)CC(C3)(NC3=NN=CN3C=3C=NC=CC3)CO